FC(F)S(=O)(C1=CC(=CC=C1)C=1C2=C(N=C(N1)N1[C@H](CC1)C)CCC2)=N (difluoromethyl)(imino)(3-(2-((S)-2-methylazetidin-1-yl)-6,7-dihydro-5H-cyclopenta[d]pyrimidin-4-yl)phenyl)-λ6-sulfanone